4-cyclopropyl-1,6-dihydropyrrolo[2,3-d]pyridazin-7-one C1(CC1)C=1C2=C(C(NN1)=O)NC=C2